Cl.Cl.ClC=1C=C(C=CC1C#N)C1=NN(C=C1)C[C@@H](C)NC(=O)C1=NNC(=C1)CN1CCNCC1 (R)-N-(1-(3-(3-chloro-4-cyanophenyl)-1H-pyrazol-1-yl)propan-2-yl)-5-(piperazin-1-ylmethyl)-1H-pyrazole-3-carboxamide dihydrochloride